1-(4-(5-(5-((R)-1-(3,5-dichloropyridin-4-yl)ethoxy)-1-(tetrahydro-2H-pyran-2-yl)-1H-pyrazolo[4,3-b]pyridin-3-yl)-3-fluoropyridin-2-yl)-3,5-dimethyl-1H-pyrazol-1-yl)-2-methyl-2-propanol ClC=1C=NC=C(C1[C@@H](C)OC1=CC=C2C(=N1)C(=NN2C2OCCCC2)C=2C=C(C(=NC2)C=2C(=NN(C2C)CC(C)(O)C)C)F)Cl